4-(2-hydroxyethyl)-6-methoxy-9-phenyl-4,9-dihydrofuro[3,4-b]quinolin-1(3H)-one OCCN1C2=C(C(C=3C=CC(=CC13)OC)C1=CC=CC=C1)C(OC2)=O